CC(C(=O)O)(C)N1C(N(C2=C(C1=O)C(=C(S2)C=2OC=CN2)C)C[C@@H](C2=CC=CC=C2)O[C@@H]2[C@H](CCCC2)C)=O 2-methyl-2-[5-methyl-1-[(2R)-2-[[(1S,2S)-2-methylcyclohexyl]oxy]-2-phenylethyl]-6-(1,3-oxazol-2-yl)-2,4-dioxo-1H,2H,3H,4H-thieno[2,3-d]pyrimidin-3-yl]propanoic acid